OCCC1(O)CC(O)(CC=C1)CCO 1,3-bis(β-hydroxyethyl)resorcinol